2,6-bis(benzyloxy)-3-(4-(4-(dimethoxymethyl)piperidin-1-yl)-2,3-difluorophenyl)pyridine C(C1=CC=CC=C1)OC1=NC(=CC=C1C1=C(C(=C(C=C1)N1CCC(CC1)C(OC)OC)F)F)OCC1=CC=CC=C1